4-(diethoxyphosphoryl)butanoic acid C(C)OP(=O)(OCC)CCCC(=O)O